N1C(=NC2=C1C=CC=C2)SCCCOC2=C(OC1=CC(=CC(=C1C2=O)OC)OC)C2=CC(=C(C(=C2)OC)OC)OC 3-(3-((1H-benzimidazol-2-yl)thio)propoxy)-5,7-dimethoxy-2-(3,4,5-trimethoxyphenyl)-4H-chromen-4-one